6-(4-((2-(azacyclooctan-1-yl)-5-oxo-5,6-dihydropyrimido[4,5-d]pyridazin-4-yl)amino)phenyl)-6-azaspiro[2.5]octane-1-carboxylic acid N1(CCCCCCC1)C=1N=C(C2=C(C=NNC2=O)N1)NC1=CC=C(C=C1)N1CCC2(CC2C(=O)O)CC1